C(C)(C)(C)OC(=O)N1[C@@H]2CN([C@H](C1)C2)C=2N=NC(=CC2)N=O (1S,4S)-5-(6-nitroso-pyridazin-3-yl)-2,5-diaza-bicyclo[2.2.1]heptane-2-carboxylic acid tert-butyl ester